FC1=C(C=CC=C1[C@@H](CN[C@@H]([C@H]1CNC2=CC=CN=C2C1)C1=CC=CC=C1)C)CC(=O)O |o1:7| 2-(2-fluoro-3-((S or R)-1-(((S)-phenyl((R)-1,2,3,4-tetrahydro-1,5-naphthyridin-3-yl)methyl)amino)propan-2-yl)phenyl)acetic acid